C(C)(CC)C1=NC(=NC=C1)Cl (sec-butyl)-2-chloropyrimidine